5-Bromo-3-hydroxybenzo[e][1,2,4]triazine-1-oxide BrC1=CC=CC2=C1N=C(N=[N+]2[O-])O